4-(3-Chloroanilino)-2'-{(2R)-3-[(3-chloro-1-methyl-1H-pyrrolo[3,2-b]pyridin-7-yl)oxy]-2-methylpropyl}-2',3'-dihydrospiro[cyclohexane-1,1'-indene]-4-carboxylic acid ClC=1C=C(NC2(CCC3(C(CC4=CC=CC=C34)C[C@H](COC3=C4C(=NC=C3)C(=CN4C)Cl)C)CC2)C(=O)O)C=CC1